COC1=CC=C(C=C1)C=1SC=CC1 1-methoxy-4-(2-thienyl)benzene